COC1=C(C=CC=C1)O methoxy-phenol